CC1OC(CC(C1)N1N=CC(=C1)N)C (cis-2,6-dimethyltetrahydro-2H-pyran-4-yl)-1H-pyrazol-4-amine